3-isopropylbicyclo[4.2.0]octa-1(6),2,4-trien-2-amine C(C)(C)C1=C(C=2CCC2C=C1)N